Methyl (2S)-2-({[(2-methyl-2-propanyl)oxy]carbonyl}amino)-4-(S-{(3R)-4,4,4-trifluoro-3-[(Triethylsilyl)oxy]butyl}sulfonimidoyl)butanoate CC(C)(C)OC(=O)N[C@H](C(=O)OC)CCS(=O)(=N)CC[C@H](C(F)(F)F)O[Si](CC)(CC)CC